N-(4-(2-((4-aminobicyclo[2.2.1]heptan-1-yl)amino)quinazolin-6-yl)-2-fluorophenyl)-2-chlorobenzenesulfonamide NC12CCC(CC1)(C2)NC2=NC1=CC=C(C=C1C=N2)C2=CC(=C(C=C2)NS(=O)(=O)C2=C(C=CC=C2)Cl)F